C(C1=CC=CC=C1)[C@H]1N=C(OC1)C1=NC(=CC=C1)O[C@@H](C1N2C[C@@H]([C@H](C1)CC2)C=C)C2=CC=NC1=CC=C(C=C21)OC (4R)-4-benzyl-2-(6-((1R)-(6-methoxyquinolin-4-yl)((1S,4S,5R)-5-vinylquinuclidin-2-yl)methoxy)pyridin-2-yl)-4,5-dihydrooxazole